C(C)(C)N1C(N(C=2N=NC=3C=CC(=CC3C21)C=2C=NC(=CC2)COCCN2[C@@H](CCC2)C)C)=O (R)-1-isopropyl-3-methyl-8-(6-((2-(2-methylpyrrolidin-1-yl)ethoxy)methyl)pyridin-3-yl)-1H-imidazo[4,5-c]cinnolin-2(3H)-one